The molecule is the conjugate base of (S)-3-hydroxybutyric acid. It is a conjugate base of a (S)-3-hydroxybutyric acid. It is an enantiomer of a (R)-3-hydroxybutyrate. C[C@@H](CC(=O)[O-])O